CC1(C2=CC=CC=C2C=2C=CC(=CC12)C=1C=C(C=CC1)C=1C=C(C=CC1)C1=NC(=NC(=N1)C1=CC=CC=C1)C1=CC=CC=C1)C 2-{3-[3-(9,9-dimethyl-9H-fluoren-2-yl)phenyl]phenyl}-4,6-diphenyl-1,3,5-triazine